C(C)(C)(C)C1=CC=CC2=NNN=C21 4-tert-Butyl-2H-benzotriazole